3-[(R)-1-(o-chlorophenyl)ethoxycarbonylamino]-4-chloro-2-(6-chloro-3-pyridinyl)-2H-pyrazole ClC1=C(C=CC=C1)[C@@H](C)OC(=O)NC=1N(N=CC1Cl)C=1C=NC(=CC1)Cl